CN(CC(=O)NC=1C=CC(=C(C(=O)N[C@H](C)C2=CC=CC3=CC=CC=C23)C1)C)C (R)-5-(2-(dimethylamino)acetamido)-2-methyl-N-(1-(naphthalen-1-yl)ethyl)benzamide